2-(3,5-Dichloro-4-((4-methyl-2-(5-methylpyridin-2-yl)quinolin-6-yl)oxy)phenyl)-3,5-dioxo-2,3,4,5-tetrahydro-1,2,4-triazine-6-carbonitrile ClC=1C=C(C=C(C1OC=1C=C2C(=CC(=NC2=CC1)C1=NC=C(C=C1)C)C)Cl)N1N=C(C(NC1=O)=O)C#N